IC1=CC2=NC(=CC(=C2O1)N1CCOCC1)N1N=C(C=C1)C=1C=C(C=CC1)C 1-(2-iodo-7-morpholinofuro[3,2-b]pyridin-5-yl)-3-(m-tolyl)-1H-pyrazol